S-(3-hydroxy-2,2-dimethylpropyl) thioacetate C(C)(=O)SCC(CO)(C)C